1,2-dioleoxy-3-dimethylaminopropane C(CCCCCCC\C=C/CCCCCCCC)OCC(CN(C)C)OCCCCCCCC\C=C/CCCCCCCC